CNC(=O)[C@@H]1[C@@H](CCCC1)C(=O)N1[C@@H](C2=C(C=CC=C2CC1)O[C@@H]1CN(CC1)C(=O)C1=CN=CS1)CN1C(CCC1)=O (1S,2R)-N-methyl-2-((S)-1-((2-oxopyrrolidin-1-yl)methyl)-8-(((S)-1-(thiazole-5-carbonyl)pyrrolidin-3-yl)oxy)-1,2,3,4-tetrahydroisoquinoline-2-carbonyl)cyclohexane-1-carboxamide